NC1=NC(=C(C=C1C=1C=C2CCNC(C2=CC1)=O)C1=CC(=C(C=C1)OC1CCN(CC1)CCOC)F)F 6-(2-amino-6-fluoro-5-(3-fluoro-4-((1-(2-methoxyethyl)piperidin-4-yl)oxy)phenyl)pyridin-3-yl)-3,4-dihydroisoquinolin-1(2H)-one